O[C@@H](CNC(=O)C1=CC=NC=C1)CN1CC2=CC=C(C=C2CC1)OCC1=C(N=CO1)C N-[(2S)-2-hydroxy-3-[6-[(4-methyloxazol-5-yl)methoxy]-3,4-dihydro-1H-isoquinolin-2-yl]propyl]pyridine-4-carboxamide